FC1=C(C=CC(=C1)[N+](=O)[O-])N1CCC(CC1)CCN1CCC(CC1)C(=O)OC(C)(C)C tert-butyl 1-[2-[1-(2-fluoro-4-nitro-phenyl)-4-piperidyl]ethyl]piperidine-4-carboxylate